7-(4-Aminopiperidin-1-yl)-2-(3,4-dimethoxyphenyl)-4H-pyrido[1,2-a]pyrimidin-4-one NC1CCN(CC1)C=1C=CC=2N(C(C=C(N2)C2=CC(=C(C=C2)OC)OC)=O)C1